ClC1=NC=C(C(=N1)C1=CNC=C1)C(F)(F)F 3-(2-chloro-5-(trifluoromethyl)pyrimidin-4-yl)-1H-pyrrole